1-((3,3-Difluoro-1-methylcyclobutyl)methyl)-3-(1,1-difluoroethyl)-N-(2-(S-methylsulfonimidoyl)pyridin-4-yl)-4-(trifluoromethyl)-1H-pyrazole-5-carboxamide FC1(CC(C1)(C)CN1N=C(C(=C1C(=O)NC1=CC(=NC=C1)S(=O)(=N)C)C(F)(F)F)C(C)(F)F)F